C1(CC1)CN([C@H]1CN(CC1)C(=O)OC(C)(C)C)C tert-butyl (R)-3-((cyclopropylmethyl)(methyl)amino)pyrrolidine-1-carboxylate